(S)-2-(1-(tert-butoxycarbonyl)piperidin-2-yl)-4-(4-((4-ethylpyridin-2-yl)carbamoyl)phenyl)-1-(methylamino)-1H-imidazole-5-carboxylic acid C(C)(C)(C)OC(=O)N1[C@@H](CCCC1)C=1N(C(=C(N1)C1=CC=C(C=C1)C(NC1=NC=CC(=C1)CC)=O)C(=O)O)NC